ClC=1C(=NC(=C(C1)F)C1=CC=C2C=CNC2=C1F)C(=O)[O-] 3-chloro-5-fluoro-6-(7-fluoro-1H-indol-6-yl)pyridin-2-carboxylat